isononyl 2-ethylhexyl peroxide C(C)C(COOCCCCCCC(C)C)CCCC